CON=C1CCCCCCCC1N1CCCC1 pyrrolidino-cyclononan-9-one O-methyloxime